2,5,8,11,14-pentathiahexadecan-16-oic acid CSCCSCCSCCSCCSCC(=O)O